NC=1C(NC(N(N1)C1=CC(=C(C(=C1)Cl)OC1=NNC(C(=C1)C12CCC(C1)C2)=O)Cl)=O)=O 6-amino-2-(4-((5-(bicyclo[2.1.1]hexan-1-yl)-6-oxo-1,6-dihydropyridazin-3-yl)oxy)-3,5-dichlorophenyl)-1,2,4-triazine-3,5(2H,4H)-dione